NC1=NN2C(N=C(C=C2)C=2C=C3CN(C(C3=C(C2)C)=O)[C@@H](C)C2CC2)=C1C(=O)N[C@@H]1C[C@@H](CCC1)O 2-amino-5-{2-[(1S)-1-cyclopropylethyl]-7-methyl-1-oxo-2,3-dihydro-1H-isoindol-5-yl}-N-[(1S,3r)-3-hydroxycyclohexyl]pyrazolo[1,5-a]pyrimidine-3-carboxamide